2-methyl-4-phenyl-3-butyn-2-amine CC(C)(C#CC1=CC=CC=C1)N